2-[6-amino-5-[8-[2-[3-(6,8-dihydro-5H-imidazo[1,5-a]pyrazin-7-yl)prop-1-ynyl]-4-pyridyl]-3,8-diazabicyclo[3.2.1]octan-3-yl]pyridazin-3-yl]phenol NC1=C(C=C(N=N1)C1=C(C=CC=C1)O)N1CC2CCC(C1)N2C2=CC(=NC=C2)C#CCN2CC=1N(CC2)C=NC1